C\C(\C(\CC)=N\NC(NCC=1OC=CC1)=S)=N\NC(NCC=1OC=CC1)=S (2Z,2'E)-2,2'-(pentane-2,3-diylidene)bis(N-(furan-2-ylmethyl)hydrazine-1-carbothioamide)